COC1=CC=C(C=C1)S(=O)(=O)NCCCC(C)C1=NC2=CC=CC=C2C=C1 4-methoxy-N-(4-(quinolin-2-yl)pentyl)benzenesulfonamide